tricetyl phosphite P(OCCCCCCCCCCCCCCCC)(OCCCCCCCCCCCCCCCC)OCCCCCCCCCCCCCCCC